BrC=1C=C(C=C(C1Cl)I)N1C2=CC=CC=C2C=2C=CC=CC12 9-(3-bromo-4-chloro-5-iodophenyl)-9H-carbazole